FC1=CC=C(C=C1)[C@H]1N(C[C@H](CC1)C)C(C(=O)NC=1C=C(C(=NC1)NC(OC(C)(C)C)=O)C)=O tert-butyl N-[5-[[2-[(2S,5S)-2-(4-Fluorophenyl)-5-methyl-1-piperidyl]-2-oxo-acetyl]amino]-3-methyl-2-pyridyl]carbamate